[N+](=O)([O-])C1=CC=C(OCC2=NN=C(O2)S)C=C1 5-((4-nitrophenoxy)methyl)-2-mercapto-1,3,4-oxadiazole